COC(C=C)=O.C(C(=C)C)(=O)O methacrylic acid methyl-acrylate